rac-tert-butyl (2R,5R)-5-(4-(4,6-dichloro-7H-pyrrolo[2,3-d]pyrimidin-7-yl)phenyl)-2-methylmorpholine-4-carboxylate ClC=1C2=C(N=CN1)N(C(=C2)Cl)C2=CC=C(C=C2)[C@@H]2CO[C@@H](CN2C(=O)OC(C)(C)C)C |r|